8-(4-chloro-1,2-dimethyl-6-(trifluoromethyl)-1H-benzo[d]imidazol-5-yl)indolizine ClC1=C(C(=CC=2N(C(=NC21)C)C)C(F)(F)F)C2=CC=CN1C=CC=C21